C1(=CC=C(C=C1)N1N=C(N=C1)C(=O)N)C (p-tolyl)-1H-1,2,4-triazole-3-carboxamide